N1=C(C=CC=C1)[C@@H](C)NC(=O)[C@H]1CN(CC[C@@H]1NC(=O)C1=NOC(=C1)C1=C(C=C(C=C1)F)F)[C@@H]1[C@@H](CCCC1)O (3S,4S)-4-{[5-(2,4-Difluoro-phenyl)-isoxazole-3-carbonyl]-amino}-1-((1S,2R)-2-hydroxy-cyclohexyl)-piperidine-3-carboxylic acid ((1R)-1-pyridin-2-yl-ethyl)-amide